C(C)OC=1C=C2C=NN(C2=CC1)C1=NC(=NC=C1)S(=O)(=O)C 5-ethoxy-1-(2-(methylsulfonyl)pyrimidin-4-yl)-1H-indazole